C(C)(C)C=1C(=NC(=NC1)NC1=C(C=C(C(=C1)NC(C=C)=O)N(CCNC)C)OC)N1CC(C2=NC(=CC=C21)C)(C)C isopropyl-2-((5-acrylamido-2-methoxyl-4-(methyl(2-(methylamino)ethyl)Amino)phenyl)amino)-4-(3,3,5-trimethyl-2,3-dihydro-1H-pyrrolo[3,2-b]pyridin-1-yl)pyrimidine